(2R,4S)-2-(((S)-1-((4-Tert-butyl-(N-((benzyloxy) carbonyl) amidino) benzyl) amino)-1-oxoprop-2-yl) carbamoyl)-4-phenoxypyrrolidine-1-carboxylate C(C)(C)(C)C1=CC=C(C(C(NC(=O)OCC2=CC=CC=C2)=N)NC([C@H](C)NC(=O)[C@@H]2N(C[C@H](C2)OC2=CC=CC=C2)C(=O)[O-])=O)C=C1